7-methyl-1-(3-methyl-4-nitrobenzyl)-5-(1H-pyrrole-2-carbonyl)-4,5,6,7-tetrahydro-1H-pyrazolo[4,3-c]pyridine-3-carboxylic acid CC1C2=C(CN(C1)C(=O)C=1NC=CC1)C(=NN2CC2=CC(=C(C=C2)[N+](=O)[O-])C)C(=O)O